(S)-Ethyl 2-((2S,3R)-3-(3-chlorophenyl)-2-(4-chlorophenyl)-6-oxopiperidin-1-yl)butanoate ClC=1C=C(C=CC1)[C@@H]1[C@H](N(C(CC1)=O)[C@H](C(=O)OCC)CC)C1=CC=C(C=C1)Cl